ClC=1C=NC=C(C1[C@@H](C)OC=1C=C2C(=NN(C2=CC1F)C1OCCCC1)C=1C=C(C(=NC1)N1CC(C1)(C)N1CCOCC1)F)Cl (1-(5-(5-((R)-1-(3,5-dichloropyridin-4-yl)ethoxy)-6-fluoro-1-(tetrahydro-2H-pyran-2-yl)-1H-indazol-3-yl)-3-fluoropyridin-2-yl)-3-methylazetidin-3-yl)morpholine